6-{[(tert-butoxy)carbonyl](1-[(tert-butoxy)carbonyl]-5-methyl-1H-pyrazol-3-yl)amino}-2-chloro-5-fluoropyrimidine-4-carboxylic acid ethyl ester C(C)OC(=O)C1=NC(=NC(=C1F)N(C1=NN(C(=C1)C)C(=O)OC(C)(C)C)C(=O)OC(C)(C)C)Cl